OC(C)C=1C(=NC(=CC1)N1C=NC2=C1C=CC(=C2)NC=2N=NC(=CC2)C)N2N=C(C=1CNCCC12)C#N 1-[3-(1-hydroxyethyl)-6-[5-[(6-methylpyridazin-3-yl)amino]benzimidazol-1-yl]pyridin-2-yl]-4,5,6,7-tetrahydropyrazolo[4,3-c]pyridine-3-carbonitrile